meta-tolyl-boronic acid C1(=CC(=CC=C1)B(O)O)C